C(=CCCCCCCCCCCCCCC)O 9-cis-hexadecenol